P(=O)(OC(C)(C)C)(OC(C)(C)C)OCC1=C(C=CC=C1)CO di-tert-butyl (2-(hydroxymethyl)benzyl) phosphate